8-acetyl-6-chloro-2-(4,4-difluoropiperidin-1-yl)-3-methylquinazolin-4(3H)-one C(C)(=O)C=1C=C(C=C2C(N(C(=NC12)N1CCC(CC1)(F)F)C)=O)Cl